(1S,2S,5R)-2-(2-((tert-butyldiphenylsilyl)oxy)-1-hydroxyethyl)-3,8-diazabicyclo[3.2.1]octane-3,8-dicarboxylic acid 3-benzyl 8-(tert-butyl) ester C(C)(C)(C)OC(=O)N1[C@@H]2[C@H](N(C[C@H]1CC2)C(=O)OCC2=CC=CC=C2)C(CO[Si](C2=CC=CC=C2)(C2=CC=CC=C2)C(C)(C)C)O